C(#N)C=1C(=NC(=NC1)NC=1C(=CC(=C(C1)NC(C=C)=O)N(C)CCN(C)C)OC)C1=CN(C2=CC=C(C=C12)C#N)C1CC1 N-(5-((5-Cyano-4-(5-cyano-1-cyclopropyl-1H-indol-3-yl)pyrimidin-2-yl)amino)-2-((2-(dimethylamino)ethyl)(methyl)amino)-4-methoxyphenyl)acrylamide